C(C=C)[C@]1([C@H](N([C@@H]2C[C@@H]([C@H]12)O)C(=O)OCC1=CC=CC=C1)C(=O)OC)C (1R,3S,4R-5R-6S)-2-benzyl 3-methyl 4-allyl-6-hydroxy-4-methyl-2-azabicyclo[3.2.0]heptane-2,3-dicarboxylate